ClC1=C(C=C(OCC(=O)NC23CC(C2)(C3)C(=O)NC3=NC=C(C=C3)OC(F)(F)F)C=C1)F 3-[2-(4-chloro-3-fluorophenoxy)acetamido]-N-[5-(trifluoromethoxy)pyridin-2-yl]bicyclo[1.1.1]pentane-1-carboxamide